(E)-2-(4-butoxyphenyl)-N'-(3,5-dimethoxybenzylidene)pyrimidine-4-carbohydrazide C(CCC)OC1=CC=C(C=C1)C1=NC=CC(=N1)C(=O)N/N=C/C1=CC(=CC(=C1)OC)OC